C(C)(C)(C)OC(=O)N([C@H](C(=O)N(C)[C@@H](C(=O)O)CC1=NC(=NO1)C(F)(F)F)CC(C)C)C (R)-2-((S)-2-((tert-Butoxycarbonyl)(methyl)amino)-N,4-dimethylpentanamido)-3-(3-(trifluoromethyl)-1,2,4-oxadiazol-5-yl)propanoic acid